1-((5-chlorothiophen-2-yl)sulfonyl)piperidine ClC1=CC=C(S1)S(=O)(=O)N1CCCCC1